COC1=CC=C(C=C1)CN1CC2(NC1=O)CCC1(OCCO1)CC2 2-[(4-methoxyphenyl)-methyl]-9,12-dioxa-2,4-diazadispiro[4.2.4^8.2^5]tetradecan-3-one